NC=1N=C(C=2C(N1)=CN(N2)CC2=C(C=C(C=C2)N2CCN(CC2)C(CC2CC(C2)NC(CCCCCCCCCCCCCCCCC)=O)=O)OC)NCCCC N-(3-(2-(4-(4-((5-amino-7-(butylamino)-2H-pyrazolo[4,3-d]pyrimidin-2-yl)methyl)-3-methoxyphenyl)piperazin-1-yl)-2-oxoethyl)cyclobutyl)stearamide